trans-3-((3R,4R)-4-methylpyrrolidin-3-yl)-5-(piperidin-1-ylmethyl)-5,6-dihydro-1,4,2-dioxazine C[C@@H]1[C@H](CNC1)C1=NOCC(O1)CN1CCCCC1